tert-butyl-8-((hydroxyimino)methyl)-6,6-dimethyl-7-oxo-2-azaspiro[4.4]nonane-2-carboxylate C(C)(C)(C)OC(=O)N1CC2(CC1)C(C(C(C2)C=NO)=O)(C)C